1,4-dimethyl-N-[(1s,4s)-4-{[6-chloro-2-(trifluoromethyl)quinolin-4-yl]amino}cyclohexyl]-1,2,3,4-tetrahydroquinoxaline-6-carboxamide CN1CCN(C2=CC(=CC=C12)C(=O)NC1CCC(CC1)NC1=CC(=NC2=CC=C(C=C12)Cl)C(F)(F)F)C